N-ε-Boc-L-lysine CC(C)(C)OC(=O)NCCCCC(C(=O)O)N